(3-phenylallyl)phosphonic acid diethyl ester C(C)OP(OCC)(=O)CC=CC1=CC=CC=C1